C(C1=CC=CC=C1)O[C@@H](C)[C@H](CC)N1N=CN(C1)C1=CC=C(C=C1)N1CCN(CC1)C1=CC=C(C=C1)O ((2S,3S)-2-(benzyloxy)-3-pentyl)-4-(4-(4-(4-hydroxyphenyl)piperazine-1-yl)phenyl)-2,4-dihydro-1,2,4-triazole